(E)-N-(2-isopropylbenzylidene)-2-methylpropane-2-sulfinamide C(C)(C)C1=C(\C=N\S(=O)C(C)(C)C)C=CC=C1